NC1=C(N=NC(=C1)Cl)N1C[C@H]2COC[C@@H](C1)N2C=2C=C(OC1CCN(CC1)C(=O)OCC1=CC=CC=C1)C=CC2 benzyl 4-[3-[(1R,5S)-7-(4-amino-6-chloro-pyridazin-3-yl)-3-oxa-7,9-diazabicyclo[3.3.1]nonan-9-yl]phenoxy]piperidine-1-carboxylate